2-(tert-butyl)-9H-fluoren-9-ol C(C)(C)(C)C1=CC=2C(C3=CC=CC=C3C2C=C1)O